(E)-3-(1-(4-fluorobenzamido)-2,3-dihydro-1H-inden-5-yl)acrylic acid FC1=CC=C(C(=O)NC2CCC3=CC(=CC=C23)/C=C/C(=O)O)C=C1